2-[5-(4-chlorophenyl)-1,3,4-oxadiazol-2-yl]propane-2-sulfonamide ClC1=CC=C(C=C1)C1=NN=C(O1)C(C)(C)S(=O)(=O)N